5-(1-methylindol-2-yl)-1H-pyrazol-3-amine CN1C(=CC2=CC=CC=C12)C1=CC(=NN1)N